2-(4-aminophenyl)quinoline-4-carboxylic acid NC1=CC=C(C=C1)C1=NC2=CC=CC=C2C(=C1)C(=O)O